ON(O)CC=CCC N,N-dihydroxyethyl-allylamine